N-Methyl-N-{5-[4-(1H-pyrazol-4-yl)-1H-pyrrolo[2,3-c]pyridin-7-yl][1,3]thiazolo[5,4-d][1,3]thiazol-2-yl}octahydroindolizin-7-amin CN(C1CCN2CCCC2C1)C=1SC=2N=C(SC2N1)C=1N=CC(=C2C1NC=C2)C=2C=NNC2